8-methoxy-1-methyl-6-oxo-5,6-dihydro-4H-benzo[6,7]cyclohepta[1,2-d]isoxazole COC=1C=CC2=C(C(CCC3=C2C(=NO3)C)=O)C1